N1(CCCC1)C(=O)C1=CC=C(C=C1)C1=CC(=C2C(=N1)C=CS2)NCCCN2CCC(CC2)N2CCCC2 pyrrolidin-1-yl(4-(7-((3-(4-(pyrrolidin-1-yl)piperidin-1-yl)propyl)amino)thieno[3,2-b]pyridin-5-yl)phenyl)methanone